(E)-1-(4-Cyclohexylphenyl)-3-(3-hydroxyphenyl)prop-2-en-1-one C1(CCCCC1)C1=CC=C(C=C1)C(\C=C\C1=CC(=CC=C1)O)=O